8-bromo-1-(3,5-dichlorophenyl)-7-methoxy-4,5-dihydrobenzo[g]indazole-3-carboxylic acid BrC1=CC2=C(CCC=3C(=NN(C23)C2=CC(=CC(=C2)Cl)Cl)C(=O)O)C=C1OC